3-bromo-1-methyl-N-phenyl-1H-1,2,4-triazol-5-amine BrC1=NN(C(=N1)NC1=CC=CC=C1)C